C(=O)(O)CCSC(=S)SC(CCC(=O)O)(C)C#N 4-((((2-carboxyethyl)thio)carbonothioyl)thio)-4-cyanovaleric acid